methyl 5-nitrobenzimidazole-2-carbamate [N+](=O)([O-])C1=CC2=C(N=C(N2)NC(=O)OC)C=C1